N1(CCOCC1)CC[C@H](CSC1=CC=CC=C1)NC1=C(C=C(C=C1)S(=O)(=O)NC(C1=CC=CC=C1)=O)S(=O)(=O)C(F)(F)F N-(4-{[(2R)-4-(morpholin-4-yl)-1-(phenylsulfanyl)butan-2-yl]amino}-3-(trifluoromethanesulfonyl)benzene-1-sulfonyl)-benzamide